O1[C@@H](COCC1)CN1C[C@@](N(CC1)C1=NN(C(=C1)C)C1CC2(CN(C2)C(=O)OC(C)(C)C)C1)(C)C(F)F Tert-butyl 6-(3-((S)-4-(((R)-1,4-dioxan-2-yl)methyl)-2-(difluoromethyl)-2-methylpiperazin-1-yl)-5-methyl-1H-pyrazol-1-yl)-2-azaspiro[3.3]heptane-2-carboxylate